BrC1=CC=C(C=C1)C1=NN=C(O1)[C@@H]([C@H](C)O[Si](C)(C)C(C)(C)C)NC1=C(C(=C(C#N)C=C1)Cl)C 4-(((1R,2S)-1-(5-(4-bromophenyl)-1,3,4-oxadiazol-2-yl)-2-((tert-butyldimethyl-silyl)oxy)propyl)amino)-2-chloro-3-methyl-benzonitrile